ClC=1C=C2C(=CC1)NC(C21CCN(CC1)CCOC1=CC=C(C=C1)N(S(=O)(=O)C)CCO)=O N-[4-(2-{5-chloro-2-oxo-1,2-dihydrospiro[indole-3,4'-piperidin]-1'-yl}ethoxy)phenyl]-N-(2-hydroxyethyl)meth-anesulfonamide